NC=1C(=NC(=C(N1)C=1OC=CN1)C=1C=CC=2N(C1)C(=CN2)C)C(=O)NCC2=NC(=CC=C2)N2[C@H]1CN([C@@H](C2)C1)C 3-amino-N-((6-((1R,4R)-5-methyl-2,5-diazabicyclo[2.2.1]heptan-2-yl)pyridin-2-yl)methyl)-6-(3-methylimidazo[1,2-a]pyridin-6-yl)-5-(oxazol-2-yl)pyrazine-2-carboxamide